S(C1CCC(CC1)N)C1CCC(CC1)N 4,4'-thiobis(cyclohexane-1-amine)